(R)-1-(1-(3-chlorophenyl)-2-hydroxyethyl)-3-(1-(2-(phenylamino)pyridin-4-yl)-1H-pyrazol-4-yl)urea ClC=1C=C(C=CC1)[C@H](CO)NC(=O)NC=1C=NN(C1)C1=CC(=NC=C1)NC1=CC=CC=C1